6-((2-((3aS,4S,6aR)-4-aminocyclopent[c]pyrrol-2(1H)-yl)-1H-benzo[d]imidazol-1-yl)methyl)nicotinonitrile hydrochloride Cl.NC1=CC=C2CN(C=C21)C2=NC1=C(N2CC2=NC=C(C#N)C=C2)C=CC=C1